10-N-carboxymethyl-carbamoyl-3,7-bis(dimethylamino)-10H-phenothiazine C(=O)(O)CN1C2=CC=C(C=C2SC=2C=C(C=C(C12)C(N)=O)N(C)C)N(C)C